ClC1=C(C=CC=C1)CC(=O)NC1=CC(=C(C=C1)C=1N=C(SC1)C(C)(C)O)S(N)(=O)=O 2-(2-chlorophenyl)-N-{4-[2-(2-hydroxypropan-2-yl)-1,3-thiazole-4-yl]-3-sulfamoylphenyl}acetamide